(9Z,27Z)-hexatriacont-9,27-dien-18-ylarginyl methioninate N[C@@H](CCSC)C(=O)OC([C@@H](NC(CCCCCCC\C=C/CCCCCCCC)CCCCCCCC\C=C/CCCCCCCC)CCCNC(N)=N)=O